C(CCCCCC)C(C(=O)O)(CCCCCCCC)C 2-heptyl-2-methyldecanoic acid